3-Carboxyl-2,2,6,6-tetramethylpiperidin C(=O)(O)C1C(NC(CC1)(C)C)(C)C